C(C)OC(=O)C=1N=C(OC1CCC)C1=CC=C(C=C1)OC ethyl-2-(4-methoxyphenyl)-5-propyloxazole-4-carboxylate